ClC=1C=C(C=CC1)[C@@H](CCC)C1=CSC(=C1)C1OCCO1 (1R)-1-(3-chlorophenyl)-1-[5-(1,3-dioxolan-2-yl)-3-thienyl]butane